N-tert-butyl-2-chloro-N-(2-fluorobenzyl)acetamide C(C)(C)(C)N(C(CCl)=O)CC1=C(C=CC=C1)F